2-[[4-[6-[(4-cyano-2-fluoro-phenyl)methoxy]-5-fluoro-2-pyridyl]piperazin-1-yl]methyl]-7-fluoro-3-[[(2S)-oxetan-2-yl]methyl]benzimidazole-5-carboxylic acid C(#N)C1=CC(=C(C=C1)COC1=C(C=CC(=N1)N1CCN(CC1)CC=1N(C2=C(N1)C(=CC(=C2)C(=O)O)F)C[C@H]2OCC2)F)F